2-(2,4-dichlorophenyl)-2-methyl-4-propyl-1,3-dioxolan ClC1=C(C=CC(=C1)Cl)C1(OCC(O1)CCC)C